CN(C(OC1=CC2=C(C(=C(C(O2)=O)CC2=C(C(=CC=C2)NS(NC)(=O)=O)Cl)CN(C)CC)C=C1)=O)C 3-(2-Chloro-3-((N-methylsulfamoyl) amino) benzyl)-4-((ethyl (methyl) amino) methyl)-2-oxo-2H-benzopyran-7-yl dimethylcarbamate